C(C)(C)(C)OC(=O)N([C@H]1CN(CC1)C=1N=CC(=NC1)C(=O)[O-])C1CC1.[Li+].C(C=C)C1=CC=C(C2=CC=CC=C12)C1=CC=CC2=CC=CC=C12 1-allyl-4-naphthyl-naphthalene Lithium (R)-5-(3-((tert-butoxycarbonyl)(cyclopropyl)amino)pyrrolidin-1-yl)pyrazine-2-carboxylate